C1(=CC=CC=C1)N1C2=CC=CC=C2C=2C(=CC=CC12)OB(O)O (9-phenyl-9H-carbazol-4-yl)boric acid